Cis-N-(3-Chloro-4-fluorophenyl)-2-methyl-5-(5-(trifluoromethyl)thiophen-2-yl)-1,2,6-thiadiazinane-3-carboxamide 1,1-dioxide ClC=1C=C(C=CC1F)NC(=O)[C@@H]1N(S(N[C@@H](C1)C=1SC(=CC1)C(F)(F)F)(=O)=O)C